6-(Cyclopropanecarboxamido)-4-((1-(3-methoxypropyl)-4-oxo-5-(2,2,2-trifluoroethyl)-4,5-dihydro-1H-pyrazolo[4,3-c]pyridin-3-yl)amino)-N-(methyl-d3)nicotinamide C1(CC1)C(=O)NC1=NC=C(C(=O)NC([2H])([2H])[2H])C(=C1)NC1=NN(C2=C1C(N(C=C2)CC(F)(F)F)=O)CCCOC